ClC1=C(C=C2C(C(NC2=C1)=O)=C(O)C1=CC(=NO1)C)C1=CC=C(C=C1)C1(CC1)CO 6-Chloro-5-[4-(1-hydroxymethyl-cyclopropyl)-phenyl]-3-[1-hydroxyl-(3-methyl-isoxazol-5-yl)-methylidene]-1,3-dihydro-indol-2-one